C(=C)C1=CC=2N(C3=CC=CC=C3N(C2C=C1)C)C 2-vinyl-N,N'-dimethylphenazine